ClC=1C=C(C(=O)N2[C@@H](CC(=C(C2)N=C=S)C(=O)OCC)C)C=CC1Cl ethyl (2R)-1-(3,4-dichlorobenzoyl)-5-isothiocyanato-2-methyl-3,6-dihydro-2H-pyridine-4-carboxylate